3,5-dimethoxy-4-methyl-benzoic acid N-(1-tert-butyl-pentyl)-N'-(3-methoxy-2-methyl-benzoyl)-hydrazide C(C)(C)(C)C(CCCC)N(NC(C1=C(C(=CC=C1)OC)C)=O)C(C1=CC(=C(C(=C1)OC)C)OC)=O